ClC1=C(C(=CC(=N1)N1CCN(C2(CC2)C1)C(=O)OC(C)(C)C)C)C tert-butyl 7-(6-chloro-4,5-dimethylpyridin-2-yl)-4,7-diazaspiro[2.5]octane-4-carboxylate